di(furan-2-ylmethyl) sulfide O1C(=CC=C1)CSCC=1OC=CC1